(2Z)-but-2-enedioic acid 6-(nitrooxy)hexanoate [N+](=O)([O-])OCCCCCC(=O)O.C(\C=C/C(=O)O)(=O)O